N=S(N1CC2(CC1)CCN(CC2)C2=CC=NC1=CC(=C(C=C21)C#N)OC)(=O)C 4-{2-[imino(methyl)oxo-λ6-sulfanyl]-2,8-diazaspiro[4.5]decan-8-yl}-7-methoxyquinoline-6-carbonitrile